1-(7-(6-morpholinopyrimidin-4-yl)-2,7-diazaspiro[3.5]nonan-2-yl)prop-2-en-1-one O1CCN(CC1)C1=CC(=NC=N1)N1CCC2(CN(C2)C(C=C)=O)CC1